COC=1C=CC(=C(C1)C#CC=1C=CC(=NC1)C(=O)O)NS(=O)(=O)C=1C(=CC=C2C=CC=NC12)C 5-{2-[5-methoxy-2-(7-methylquinoline-8-sulfonamido)phenyl]ethynyl}pyridine-2-carboxylic acid